N-(3'-Amino-6-methoxy-[2,4'-bipyridin]-5-yl)-5-methyl-3-phenylisoxazole-4-carboxamide NC=1C=NC=CC1C1=NC(=C(C=C1)NC(=O)C=1C(=NOC1C)C1=CC=CC=C1)OC